1-(5-Trifluoromethylpyrimidin-2-yl)piperidine-4-carboxylic acid FC(C=1C=NC(=NC1)N1CCC(CC1)C(=O)O)(F)F